C1(CC1)N1C=C(C=CC1=O)[C@@H]1OCC[C@@H](C1)C=1N=C(C2=C(C(N(N=C2)C)=O)N1)C12CC(C1)(C2)C(F)(F)F 2-((2R,4S)-2-(1-cyclopropyl-6-oxo-1,6-dihydropyridin-3-yl)tetrahydro-2H-pyran-4-yl)-7-methyl-4-(3-(trifluoromethyl)bicyclo[1.1.1]pentan-1-yl)pyrimido[4,5-d]pyridazin-8(7H)-one